ClC1=C(C=C(C=C1)F)N=C(N)C1=C(C=2N(N=C1)C=C(C2)C=2C=NC(=CC2)OC)N[C@H]2C([C@@](CC2)(C)NCC)(C)C N'-(2-chloro-5-fluoro-phenyl)-4-[[(1R,3S)-3-(ethylamino)-2,2,3-trimethyl-cyclopentyl]amino]-6-(6-methoxy-3-pyridyl)pyrrolo[1,2-b]pyridazine-3-carboxamidine